C1(CC1)C(C)(O)C1=C(C=CC(=N1)N1N(C(C=2C1=NC(=NC2)SC)=O)C(C)C)F 1-(6-(1-cyclopropyl-1-hydroxyethyl)-5-fluoropyridin-2-yl)-2-isopropyl-6-(methylthio)-1H-pyrazolo[3,4-d]pyrimidin-3(2H)-one